C(#N)C1=C(C=C(C=N1)NCC(C(=O)O)=C)\C=C\[C@@H]1CC[C@H](CC1)C(F)(F)F 2-[[[6-cyano-5-[(E)-2-[trans-4-(trifluoromethyl)cyclohexyl]vinyl]-3-pyridyl]amino]methyl]prop-2-enoic acid